3-amino-4-(7-chloro-1H-indazol-4-yl)-6-methoxy-1H-1,7-phenanthrolin-2-one NC=1C(NC2=C3C=CC=NC3=C(C=C2C1C1=C2C=NNC2=C(C=C1)Cl)OC)=O